C(C)(C)(C)OC(=O)N1CCC(CC1)C=1C=CC2=C(N(C(=N2)C2=CC(=C(C=C2)OC)OC)C)C1 4-(2-(3,4-dimethoxyphenyl)-1-methyl-1H-benzo[d]imidazol-6-yl)piperidine-1-carboxylic acid tert-butyl ester